4'-bromo-3-(hydroxymethyl)-5-((triisopropylsilyl)oxy)-1,2,3,4-tetrahydro-[1,1'-biphenyl]-2-carboxylic acid BrC1=CC=C(C=C1)C1C(C(CC(=C1)O[Si](C(C)C)(C(C)C)C(C)C)CO)C(=O)O